O=C1NC2=CC(=CC=C2C=C1C(=O)O)C=C 2-oxo-7-vinyl-1,2-dihydroquinoline-3-carboxylic acid